(5-cyclohexyl-1,2,4-oxadiazol-3-yl)benzoic acid C1(CCCCC1)C1=NC(=NO1)C1=C(C(=O)O)C=CC=C1